3-(benzyl(isopentyl)amino)-1-((5-chloro-1-methyl-3-(5-methylisoxazol-3-yl)-1H-pyrazol-4-yl)methyl)azepan-2-one C(C1=CC=CC=C1)N(C1C(N(CCCC1)CC=1C(=NN(C1Cl)C)C1=NOC(=C1)C)=O)CCC(C)C